(Z)-3-hexene acetate C(C)(=O)O.CC\C=C/CC